CN(CCNC(=O)[C@H]1CN(CCC1)C1=NN=CC=2C1=NN(C2)C2=CC=C(C=C2)C)C (R)-N-(2-(dimethylamino)ethyl)-1-(2-(p-tolyl)-2H-pyrazolo[3,4-d]pyridazin-7-yl)piperidine-3-carboxamide